NC=1C=C(C2=C(C(=CC=C2C1)F)CC)C1=CC=C2C(=NC(=NC2=C1F)OC[C@]12CCCN2C[C@@H](C1)F)N1C[C@@](CCC1)(O)C (R)-1-(7-(3-Amino-8-ethyl-7-fluoronaphthalen-1-yl)-8-fluoro-2-(((2R,7aS)-2-fluorotetrahydro-1H-pyrrolizin-7a(5H)-yl)methoxy)quinazolin-4-yl)-3-methylpiperidin-3-ol